(2S,4R)-N-((E)-3-(methylsulfonyl)allyl)-2-phenyl-4-(trifluoromethyl)piperidine-1-carboxamide CS(=O)(=O)/C=C/CNC(=O)N1[C@@H](C[C@@H](CC1)C(F)(F)F)C1=CC=CC=C1